BrC=1C(=C(C2=C(ONO2)C1)OC(F)F)C=O 6-bromo-4-(difluoromethoxy)benzo[d][1,3]dioxazole-5-carbaldehyde